2-(4-bromophenoxy)ethylamine BrC1=CC=C(OCCN)C=C1